(R)-(1-(4-fluorophenyl)-6-((2-propyl-2H-1,2,3-triazol-4-yl)sulfonyl)-4,4a,5,6,7,8-hexahydro-1H-pyrazolo[3,4-g]isoquinolin-4a-yl)(4-(trifluoromethyl)pyridin-2-yl)methanone FC1=CC=C(C=C1)N1N=CC2=C1C=C1CCN(C[C@]1(C2)C(=O)C2=NC=CC(=C2)C(F)(F)F)S(=O)(=O)C2=NN(N=C2)CCC